CN1N=CC=C1C=1C=2N(N=C(C1)N1[C@@H](COCC1)C)C(=NC2)C(=O)OCC ethyl (R)-4-(1-methyl-1H-pyrazol-5-yl)-2-(3-methylmorpholino)imidazo[1,5-b]pyridazine-7-carboxylate